[Cd].[Sb].[Pb] lead-antimony-cadmium